6-(4-bromo-3-nitro-1H-pyrazol-1-yl)-1H-indole BrC=1C(=NN(C1)C1=CC=C2C=CNC2=C1)[N+](=O)[O-]